1,5-naphthalenedisulfonic acid C1(=CC=CC=2C(=CC=CC12)S(=O)(=O)O)S(=O)(=O)O